C(C)(=O)C1=NN(C2=CC=C(C=C12)C=1SC2C(N1)CCCC2)CC(=O)O 2-(3-acetyl-5-(3a,4,5,6,7,7a-hexahydrobenzo[d]thiazol-2-yl)-1H-indazol-1-yl)acetic acid